N[C@@H](CC(C)C)C(=O)N[C@@H](CC(C)C)C(=O)N[C@@H](CC(C)C)C(=O)O L-LEUCYLLEUCYLLEUCINE